2-(4-chlorobenzo[d]isoxazol-3-yl)acetic acid ClC1=CC=CC2=C1C(=NO2)CC(=O)O